(R)-2-methyl-3-(1-(6-(1-methyl-1,2,3,6-tetrahydropyridin-4-yl)cinnolin-4-ylamino)ethyl)benzonitrile CC1=C(C#N)C=CC=C1[C@@H](C)NC1=CN=NC2=CC=C(C=C12)C=1CCN(CC1)C